C(N)(OC(C1=CC=CC=C1)C1=NN2C(C=CC(=C2)N)=N1)=O (6-amino-[1,2,4]triazolo[1,5-a]pyridin-2-yl)benzyl carbamate